4-((1R,5S)-3,8-diazabicyclo[3.2.1]octan-3-yl)-6,8-difluoro-7-(5-fluoro-1H-indazol-3-yl)-2-(((S)-1-methylpyrrolidin-2-yl)methoxy)quinazoline [C@H]12CN(C[C@H](CC1)N2)C2=NC(=NC1=C(C(=C(C=C21)F)C2=NNC1=CC=C(C=C21)F)F)OC[C@H]2N(CCC2)C